C1(CCC1)C=1N(C=CC1)C1(CCCCC1)C(=O)C(C(=O)OC)C(=O)OC Dimethyl 2-(1-(2-cyclobutyl-1H-pyrrol-1-yl)cyclohexane-1-carbonyl)malonate